ethyl 4-[5-[(4-cyano-1H-imidazole-2-carbonyl)amino]-6-(4,4-dimethylcyclohexen-1-yl)-2-pyridyl]-2,6,6-trimethyl-tetrahydropyran-2-carboxylate C(#N)C=1N=C(NC1)C(=O)NC=1C=CC(=NC1C1=CCC(CC1)(C)C)C1CC(OC(C1)(C)C)(C(=O)OCC)C